NC1=NC=2C=CC(=CC2C2=C1[C@H](OC2)C)C(=O)N2C[C@@H]([C@H](C2)O)C2=CC=C(C=C2)Cl ((3R)-4-amino-3-methyl-1,3-dihydrofuro[3,4-c]quinolin-8-yl)((3S,4R)-3-(4-chlorophenyl)-4-hydroxy-1-pyrrolidinyl)methanone